C(C)(C)(C)C1=NC(=NO1)C(=O)O 5-{tert-butyl}1,2,4-oxadiazole-3-carboxylic acid